C1(=CC=CC2=CC=CC=C12)C(=O)OCC ethyl naphthoate